N1CCC(CC1)N1N=CC(=C1)C=1C=C2C=C(C=CN2C1)C(=O)N 2-(1-(piperidin-4-yl)-1H-pyrazol-4-yl)indolizine-7-carboxamide